rel-1-[(3'R)-5'-fluoro-3'H-spiro[cyclopropane-1,2'-furo[3,2-b]pyridin]-3'-yl]methylamine dihydrobromide Br.Br.FC1=CC=C2C(=N1)[C@H](C1(O2)CC1)CN |o1:9|